BrC=1C=C(C=CC1)C(C#CC=1C2=C(C(N(C1)C)=O)NC(=C2C(=O)OCC)C)(C(F)(F)F)O ethyl 4-(3-(3-bromophenyl)-4,4,4-trifluoro-3-hydroxybut-1-yn-1-yl)-2,6-dimethyl-7-oxo-6,7-dihydro-1H-pyrrolo[2,3-c]pyridine-3-carboxylate